C(#N)C1=CC=C(CNC(=O)C2=CC=3C(=C(N=NC3)OCC3(CC3)S(=O)(=O)CC)N(C2=O)C)C=C1 N-(4-cyanobenzyl)-8-((1-(ethylsulfonyl)cyclopropyl)methoxy)-1-methyl-2-oxo-1,2-dihydropyrido[2,3-d]pyridazine-3-carboxamide